N1-(3-(bis(3-(trimethoxysilyl)propyl)amino)propyl)-N1-methyl-N3-(3-(methyl(3-(trimethoxysilyl)propyl)amino)propyl)-N3-(3-(trimethoxysilyl)propyl)-1,3-propanediamine CO[Si](CCCN(CCCN(CCCN(CCC[Si](OC)(OC)OC)CCCN(CCC[Si](OC)(OC)OC)C)C)CCC[Si](OC)(OC)OC)(OC)OC